C(C)(=O)N1[C@H]([C@@H]([C@H](C2=CC(=CC=C12)C(=O)N)NC1=CC(=C(C=C1)C#N)Cl)C)C1CC1 (2S,3R,4R)-1-acetyl-4-((3-chloro-4-cyanophenyl)amino)-2-cyclopropyl-3-methyl-1,2,3,4-tetrahydroquinoline-6-carboxamide